ClC1=CC=C(C(=O)NC2=CC=C(C=C2)[C@@H]2CNC[C@@H]2F)C=C1 |r| (3RS,4RS)-3-[4-(4-Chloro-benzoylamino)-phenyl]-4-fluoro-pyrrolidine